CC=1C=C(CNC=2C=3N(C4=CC(=CC=C4N2)C(=O)O)C=CN3)C=CC1C 4-((3,4-dimethylbenzyl)amino)imidazo[1,2-a]quinoxaline-8-carboxylic acid